C(C)(C)(C)C1=CC=CC(=N1)C1=CC(CC1)C1=CC(=NN1)N 5-(3-(6-(tert-butyl)pyridin-2-yl)cyclopent-2-en-1-yl)-1H-pyrazol-3-amine